(R)-tert-Butyl methyl((6-(pyrimidin-2-yl)isochroman-1-yl)methyl)carbamate CN(C(OC(C)(C)C)=O)C[C@@H]1OCCC2=CC(=CC=C12)C1=NC=CC=N1